3-(Quinolin-6-ylmethyl)quinolin-2(1H)-one N1=CC=CC2=CC(=CC=C12)CC=1C(NC2=CC=CC=C2C1)=O